1-[(2-hydroxynaphthalen-1-yl)methyl]naphthalen-2-yl 2-(diethylamino)acetate C(C)N(CC(=O)OC1=C(C2=CC=CC=C2C=C1)CC1=C(C=CC2=CC=CC=C12)O)CC